4-fluoro-2,3-dimethylphenylmethylsulfonate FC1=C(C(=C(C=C1)CS(=O)(=O)[O-])C)C